C(CCCCCCCC)(=O)OC(CSC1CCCCC1)CCCCCC(CCCCCC(CSC1CCCCC1)OC(CCCCCCCC)=O)OC(CCCN(C)C)=O 1,15-bis(cyclohexylthio)-8-((4-(dimethylamino)butanoyl)oxy)pentadecane-2,14-diyl dinonanoate